ClCC(=O)OC(CCl)=O chloroacetic anhydride